C(C)(=O)C1=NN(C2=C(C=C(C=C12)C=1C=NC(=NC1)C(C)O)C)CC(=O)N1[C@H]2CC[C@@H]([C@H]1C(=O)NC1=NC(=CC=C1C)C(F)(F)F)C2 (1S,3S,4R)-2-(2-(3-acetyl-5-(2-(1-hydroxyethyl)pyrimidin-5-yl)-7-methyl-1H-indazol-1-yl)acetyl)-N-(3-methyl-6-(trifluoromethyl)pyridin-2-yl)-2-azabicyclo[2.2.1]heptane-3-carboxamide